FC12CC(NC3=NC(=CC=C13)Br)C2 4-fluoro-7-bromo-1,2,3,4-tetrahydro-2,4-methylene-1,8-naphthyridine